3,5-dimethoxy-2-nitropyridine COC=1C(=NC=C(C1)OC)[N+](=O)[O-]